O=C1NC2=CC=NC(=C2C=C1CC(=O)O)C(F)(F)F [2-oxo-5-(trifluoromethyl)-1H-1,6-naphthyridin-3-yl]acetic acid